L-valyl-N-{4-[({[(S)-[(2-{[5-fluoro-4-(4-fluoro-2-methoxyphenyl)pyridin-2-yl]amino}pyridin-4-yl)methyl](methyl)oxo-lambda6-sulfanylidene]carbamoyl}oxy)methyl]phenyl}-L-alaninamide N[C@@H](C(C)C)C(=O)N[C@@H](C)C(=O)NC1=CC=C(C=C1)COC(N=[S@](=O)(C)CC1=CC(=NC=C1)NC1=NC=C(C(=C1)C1=C(C=C(C=C1)F)OC)F)=O